(2R,5S)-3-(4-aminophenylethyl)-2-(1-(4-bromophenyl)-3-(5-fluoropyridin-2-yl)-1H-pyrazol-4-yl)-5-methyloxazolidin-4-one NC1=CC=C(C=C1)CCN1[C@H](O[C@H](C1=O)C)C=1C(=NN(C1)C1=CC=C(C=C1)Br)C1=NC=C(C=C1)F